CC1=NC=C(C(=O)O)C(=C1)C1=CC=CC2=C1OCC(N2)=O 6-methyl-4-(3-oxo-3,4-dihydro-2H-benzo[b][1,4]oxazin-8-yl)nicotinic acid